OCCC1(CCOCC1)OC1=C(C(=CC=C1C1=C(C(=O)N)C=CN=C1C(F)(F)F)C)C1=CC=CC=C1 (((4-(2-hydroxyethyl)tetrahydro-2H-pyran-4-yl)oxy)-6-methyl-[1,1'-biphenyl]-3-yl)-2-(trifluoromethyl)isonicotinamide